C1(=CC=CC=C1)C1=CN=C2N1N=C(C=C2)C2=CC=C(C=C2)O 4-(3-phenylimidazo[1,2-b]pyridazin-6-yl)phenol